9-(5-chloro-2-(phenylthio)phenyl)-9H-xanthen-9-ol ClC=1C=CC(=C(C1)C1(C2=CC=CC=C2OC=2C=CC=CC12)O)SC1=CC=CC=C1